C1(CCC1)OC1=NC=2N(C=C1C(=O)NC=1C(N(C=CC1)C1C(C1)F)=O)C=CN2 7-cyclobutoxy-N-(1-(2-fluorocyclopropyl)-2-oxo-1,2-dihydropyridin-3-yl)imidazo[1,2-a]Pyrimidine-6-carboxamide